N-isobutylpentane-1,5-diamine C(C(C)C)NCCCCCN